CN1C(=NC2=C1C=CC(=C2)C(=O)N2C[C@@H](CCC2)NC(OC(C)(C)C)=O)C=2N1C(CNC=3C=CC=C(C2)C13)C tert-butyl N-[(3R)-1-[1-methyl-2-(11-methyl-1,9-diazatricyclo[6.3.1.04,12]dodeca-2,4,6,8(12)-tetraen-2-yl)benzimidazole-5-carbonyl]-3-piperidyl]carbamate